N-(2,3-dihydro-1,4-benzodioxine-5-sulfonyl)-4-fluoro-6-(3-fluoroazetidin-1-yl)-1-benzofuran-2-carboxamide O1CCOC2=C1C=CC=C2S(=O)(=O)NC(=O)C=2OC1=C(C2)C(=CC(=C1)N1CC(C1)F)F